NC=1C2=C(N=CN1)C(=NC(=C2)NCCOC)C=2C(=C(C=CC2C)O)C 3-(4-amino-6-((2-methoxyethyl)amino)pyrido[3,4-d]pyrimidin-8-yl)-2,4-dimethylphenol